FC1(C(C1)C(=O)NC1=CC=C(C=C1)C=1OC2=C(N1)C=CC=C2F)F 2,2-difluoro-N-[4-(7-fluoro-1,3-benzoxazol-2-yl)phenyl]cyclopropanecarboxamide